OCC(C)NC(OC(C)(C)C)=O tert-butyl (1-hydroxypropan-2-yl)carbamate